4-(4-cyclopropyl-1H-imidazol-1-yl)benzofuran-2-carboxylic acid C1(CC1)C=1N=CN(C1)C1=CC=CC2=C1C=C(O2)C(=O)O